2-amino-7-isopropyl-5-oxo-5H-[1]benzopyrano[2,3-b]pyridine-3-carboxylic acid NC1=C(C=C2C(=N1)OC1=C(C2=O)C=C(C=C1)C(C)C)C(=O)O